C[C@H](CC1=CC=CC=C1)C1=NC2=CC=CC=C2C(=C1[N+](=O)[O-])N [(1R)-1-methyl-2-phenyl-ethyl]-3-nitro-quinolin-4-amine